1,1-bis(3-bromo-4-hydroxy-5-methylphenyl)cyclohexane BrC=1C=C(C=C(C1O)C)C1(CCCCC1)C1=CC(=C(C(=C1)C)O)Br